ClC1=C(C=CC=C1)NC(C1=CC=C(C=C1)NC1=NC(=NC=C1F)NC1=CC=C(C=C1)C(NCCCCCCCCCCNC1=C2C(N(C(C2=CC=C1)=O)C1C(NC(CC1)=O)=O)=O)=O)=O N-(2-chlorophenyl)-4-((2-((4-((10-((2-(2,6-dioxopiperidin-3-yl)-1,3-dioxoisoindoline-4-yl)amino)decyl)carbamoyl)phenyl)amino)-5-fluoropyrimidin-4-yl)amino)benzamide